Methyl 8-(cyclohexylmethyl)-2-(phenylsulfonyl)-2,8-diazaspiro[4.5]decane-4-carboxylate C1(CCCCC1)CN1CCC2(C(CN(C2)S(=O)(=O)C2=CC=CC=C2)C(=O)OC)CC1